C(C)(C)(C)OC(=O)N([C@@H](CCC(=O)NCC)C(=O)O)C(=O)OC(C)(C)C t-Butoxycarbonyl-(BOC)-theanine